N-(1-(3-chlorophenyl)-2-hydroxyethyl)-1-(2-((4-fluoro-phenyl)amino)-5-methylpyrimidin-4-yl)-4-methyl-1H-pyrrole-3-carboxamide ClC=1C=C(C=CC1)C(CO)NC(=O)C1=CN(C=C1C)C1=NC(=NC=C1C)NC1=CC=C(C=C1)F